CB1C(C=CC=C1)C#N 1-methyl-cyano-2H-borinine